Cl.Cl.O[C@H](CC=1C=C(C=2N(C1)N=CC2C#N)C=2C=NC(=CC2)N2CCNCC2)CO (R)-6-(2,3-dihydroxypropyl)-4-(6-(piperazin-1-yl)pyridin-3-yl)pyrazolo[1,5-a]pyridine-3-carbonitrile dihydrochloride